ClC1=NC=CC(=N1)C1=NN(C2=CC=CC=C12)C 3-(2-chloropyrimidin-4-yl)-1-methyl-1H-indazole